BrC=1C=C2C(=NC1O)N(N=C2)C 5-bromo-1-methyl-1H-pyrazolo[3,4-b]Pyridin-6-ol